carbazole pyran salt O1CC=CC=C1.C1=CC=CC=2C3=CC=CC=C3NC12